1-[5-(4-fluorophenyl)-7-iodo-3-methyl-6-tetrahydropyran-4-yl-pyrrolo[2,3-f]indazol-1-yl]-2,2-dimethyl-propan-1-one FC1=CC=C(C=C1)N1C(=C(C2=C1C=C1C(=NN(C1=C2)C(C(C)(C)C)=O)C)I)C2CCOCC2